(S)-N-(7-((3-hydroxyoxetan-3-yl)ethynyl)-5-methyl-4-oxo-2,3,4,5-tetrahydrobenzo[b][1,4]oxazepin-3-yl)-4-(pyridin-2-yloxy)picolinamide OC1(COC1)C#CC1=CC2=C(OC[C@@H](C(N2C)=O)NC(C2=NC=CC(=C2)OC2=NC=CC=C2)=O)C=C1